1-(6-((1H-indazol-1-yl)methyl)spiro[3.3]hept-2-yl)-3-(4-methoxybenzyl)urea N1(N=CC2=CC=CC=C12)CC1CC2(CC(C2)NC(=O)NCC2=CC=C(C=C2)OC)C1